(E)-1-(6-(2,2,2-trifluoroethoxy)pyridin-3-yl)-N-(2,2,2-trifluoroethyl)methanimine FC(COC1=CC=C(C=N1)\C=N\CC(F)(F)F)(F)F